[S].C(CC)S n-propanethiol sulfur